C(CCCCCCCC=CCCCCCC)(=O)O hexadeca-9-enoic acid